2-(3-((1r,3r)-3-cyclopropoxy-1-(4-methyl-4H-1,2,4-triazol-3-yl)cyclobutyl)phenyl)-6-(((1-methylcyclobutyl)amino)methyl)-4-(trifluoromethyl)isoindolin-1-one C1(CC1)OC1CC(C1)(C1=NN=CN1C)C=1C=C(C=CC1)N1C(C2=CC(=CC(=C2C1)C(F)(F)F)CNC1(CCC1)C)=O